FC1(CCN(CC1)C(=O)C=1C=C2N=C(C=NC2=CC1)C=1C=CC=2N(C1)C=CN2)F (4,4-difluoro-1-piperidinyl)(3-(imidazo[1,2-a]pyridin-6-yl)-6-quinoxalinyl)methanone